ClC1=C(C(=NC=N1)NC1=CC=CC2=CC=CC=C12)N 6-chloro-N-(naphthalene-1-yl)pyrimidine-4,5-diamine